3-methyl-4,7-dihydro-3H-oxathiepine 2,2-dioxide CC1S(OCC=CC1)(=O)=O